N=1SN=C2C1C=CC(=C2)S(=O)(=O)N2C1CN(CC2CC1)C(=O)C1=CN=NN1 [8-(2,1,3-benzothiadiazol-5-ylsulfonyl)-3,8-diazabicyclo[3.2.1]oct-3-yl](1H-1,2,3-triazol-5-yl)methanone